2-((4-((1R,5S)-3,8-diazabicyclo[3.2.1]octan-3-yl)-8-fluoro-7-(3-hydroxynaphthalen-1-yl)-2-(((S)-1-methylpyrrolidin-2-yl)methoxy)quinazolin-6-yl)oxy)-6-fluorobenzonitrile [C@H]12CN(C[C@H](CC1)N2)C2=NC(=NC1=C(C(=C(C=C21)OC2=C(C#N)C(=CC=C2)F)C2=CC(=CC1=CC=CC=C21)O)F)OC[C@H]2N(CCC2)C